21-[4-[4,6-bis(diethylamino)-2-pyrimidinyl]-1-piperazinyl]-17α-hydroxypregna-1,4,9(11)-triene-3,20-dione C(C)N(C1=NC(=NC(=C1)N(CC)CC)N1CCN(CC1)CC([C@]1(CC[C@H]2[C@@H]3CCC4=CC(C=C[C@]4(C)C3=CC[C@]12C)=O)O)=O)CC